P(=O)(OC)(OC(CC)CCC)OC(CC)CCC methyl di-(3-hexyl) phosphate